AZAINDOLYLPYRIDONE N1N=C(C2=CC=CC=C12)C=1C(NC=CC1)=O